(4-(trifluoromethyl)pyrimidin-2-yl)methyl (1-hydroxy-7-methyl-1,3-dihydrobenzo[c][1,2]oxaborole-6-carbonyl)-L-valinate OB1OCC2=C1C(=C(C=C2)C(=O)N[C@@H](C(C)C)C(=O)OCC2=NC=CC(=N2)C(F)(F)F)C